C1(=CC=CC2=CC=CC=C12)[C@@H](C)N (R)-α-1-naphthylethylamine